tert-butyl (2-(3-hydroxyphenoxy)ethyl)carbamate OC=1C=C(OCCNC(OC(C)(C)C)=O)C=CC1